C[C@@H]1CN(CCN1)[C@@H]1CC[C@H](CC1)N1N=C(C=2C1=NC=NC2N)C2=CC=C(C=C2)OC2=CC=CC=C2 1-((trans)-4-((R)-3-methylpiperazin-1-yl)cyclohexyl)-3-(4-phenoxyphenyl)-1H-pyrazolo[3,4-d]pyrimidin-4-amine